benzo[d]imidazo[1,5-b]isothiazole-5,5-dioxide C=1N=CN2S(C3=C(C21)C=CC=C3)(=O)=O